CC1(OB(OC1(C)C)CCCCC(NC(C1=CC=CC=C1)(C1=CC=CC=C1)C1=CC=CC=C1)C1=NN=NN1CC(=O)O)C 2-(5-(5-(4,4,5,5-tetramethyl-1,3,2-dioxaborolan-2-yl)-1-(tritylamino)pentyl)-1H-tetrazol-1-yl)acetic acid